C(C=C)(=O)NC1=CC=C(C=C1)C1=NN2N=CN=C(C2=C1C1=CC(=C(C(=O)NC2CCC2)C(=C1)C)OC)N 4-(6-(4-acrylamidophenyl)-4-aminopyrazolo[5,1-f][1,2,4]triazin-5-yl)-N-cyclobutyl-2-methoxy-6-methylbenzamide